1-(2-hydroxyethyl)piperidin-2-one tert-butyl-2-((3-(4-propylphenethyl)-1,2,4-oxadiazol-5-yl)methyl)acrylate C(C)(C)(C)OC(C(=C)CC1=NC(=NO1)CCC1=CC=C(C=C1)CCC)=O.OCCN1C(CCCC1)=O